2-imidazol-1-yl-5H-pyrrolo[3,2-d]Pyrimidine-4-carboxylic acid methyl ester COC(=O)C=1C2=C(N=C(N1)N1C=NC=C1)C=CN2